ClC1=C(C=CC=C1C1=C(C(=NC=C1)C1=CC(=C(C=C1)C=O)OC)Cl)C=1N=C(C(=NC1)CN(C(OC(C)(C)C)=O)C[C@H]1NC(CC1)=O)OC tert-butyl N-[[5-[2-chloro-3-[3-chloro-2-(4-formyl-3-methoxy-phenyl)-4-pyridyl]phenyl]-3-methoxy-pyrazin-2-yl]methyl]-N-[[(2S)-5-oxopyrrolidin-2-yl]methyl]carbamate